C1(=CC=CC=C1)C=1N=C(OC1C1=CC=CC=C1)CCC(=O)N(C)C 3-(4,5-diphenyloxazol-2-yl)-N,N-dimethyl-propanamide